(2R,4R)-6-chloro-4-hydroxy-N-(4-{[cis-3-(trifluoromethoxy)cyclobutyl]carbamoyl}bicyclo[2.2.2]oct-1-yl)-3,4-dihydro-2H-1-benzopyran-2-carboxamide ClC=1C=CC2=C([C@@H](C[C@@H](O2)C(=O)NC23CCC(CC2)(CC3)C(N[C@@H]3C[C@@H](C3)OC(F)(F)F)=O)O)C1